(2S,4R)-4-hydroxy-2-[4-[methyl-[(1S)-1-[4-(4-methyl-1,3-thiazol-5-yl)phenyl]ethyl]carbamoyl]-1H-imidazol-2-yl]pyrrolidine-1-carboxylic acid tert-butyl ester C(C)(C)(C)OC(=O)N1[C@@H](C[C@H](C1)O)C=1NC=C(N1)C(N([C@@H](C)C1=CC=C(C=C1)C1=C(N=CS1)C)C)=O